FC=1C=C(C=CC1OC(C)C)C1=NNC2=NC=NC=C21 3-(3-fluoro-4-isopropoxyphenyl)-1H-pyrazolo[3,4-d]pyrimidin